(R)-1-(4-bromothiophen-2-yl)ethan-1-amine BrC=1C=C(SC1)[C@@H](C)N